NC=1C(=NSN1)C(=O)NC1=C(C(=CC=C1)F)N 4-amino-N-(2-amino-3-fluorophenyl)-1,2,5-thiadiazole-3-carboxamide